COC(CN1C(CCC1C(F)(F)F)=O)=O 2-[2-oxo-5-(trifluoromethyl)pyrrolidin-1-yl]acetic acid methyl ester